methyl (3S)-3-(5-(2,6-dimethylphenyl)pyridin-3-yl)-3-(2-(5-(((R)-3-fluoropyrrolidin-1-yl)methyl)-2-oxopyridin-1(2H)-yl)-4-methylpentanamido)propanoate CC1=C(C(=CC=C1)C)C=1C=C(C=NC1)[C@H](CC(=O)OC)NC(C(CC(C)C)N1C(C=CC(=C1)CN1C[C@@H](CC1)F)=O)=O